FC(F)(F)N1N(N(C=C1)C(F)(F)F)C(F)(F)F tris(trifluoromethyl)triazol